C(N)(=O)C=1C(=NC(=NC1)NC1=C(C=C2CCN(CC2=C1)C)OC)NC1=C(C(=O)OC)C=CC=C1 methyl 2-((5-carbamoyl-2-((6-methoxy-2-methyl-1,2,3,4-tetrahydroisoquinolin-7-yl)amino)pyrimidin-4-yl)amino)benzoate